(R)-6-(3-(3-chloro-4-fluorophenyl)isoxazolidin-2-yl)-N-(2-methoxy-4-(4-(4-methylpiperazin-1-yl)piperidin-1-yl)phenyl)pyrimidin-4-amine ClC=1C=C(C=CC1F)[C@@H]1N(OCC1)C1=CC(=NC=N1)NC1=C(C=C(C=C1)N1CCC(CC1)N1CCN(CC1)C)OC